5-(aminomethyl)-5,6-dihydro-1H-imidazo[4,5,1-ij]quinolin NCC1CN2C3=C(C=CC=C3C1)NC2